COC1=NC2=CC=C(C=C2C=C1)C=1C=C(C=NC1)NC1CCN(CC1)C(=O)C=1C=NN(C1)C (4-((5-(2-methoxyquinolin-6-yl)pyridin-3-yl)amino)piperidin-1-yl)(1-methyl-1H-pyrazol-4-yl)methanone